dinaphtho[2,3-b:2',3'-d]furan-3,9-diol C1=C2C=C3C(OC4=C3C=C3C=CC(=CC3=C4)O)=CC2=CC(=C1)O